(1S,2R,3R,5R)-3-(((cyclopropylmethyl)(3-((3-phenoxyphenethyl)amino)propyl)amino)methyl)-5-(4-(methylamino)-7H-pyrrolo[2,3-d]pyrimidin-7-yl)cyclopentane-1,2-diol C1(CC1)CN(CCCNCCC1=CC(=CC=C1)OC1=CC=CC=C1)C[C@@H]1[C@H]([C@H]([C@@H](C1)N1C=CC2=C1N=CN=C2NC)O)O